N-(5-(2,2-difluoroethyl)-4,6-dimethoxypyrimidin-2-yl)-1,8-dihydropyrrolo[3,2-g]indole-3-sulfonamide FC(CC=1C(=NC(=NC1OC)NS(=O)(=O)C1=CNC2=C1C=CC=1C=CNC21)OC)F